ClC1=CC(=C(C=C1)C=1CCCC2=C(C1C1=CC=C(C=C1)CC1CN(C1)CCC(F)F)C=CC=C2)C 8-(4-Chloro-2-methylphenyl)-9-(4-((1-(3,3-difluoropropyl)azetidin-3-yl)methyl)phenyl)-6,7-dihydro-5H-benzo[7]annulen